tert-butyl 2-{4-[(3-methyl-4-{[1,2,4]triazolo[1,5-a]pyridin-7-yloxy}phenyl)amino] pyrido[3,2-d]pyrimidin-6-yl}-2,6-diazaspiro[3.5]nonane-6-carboxylate CC=1C=C(C=CC1OC1=CC=2N(C=C1)N=CN2)NC=2C1=C(N=CN2)C=CC(=N1)N1CC2(C1)CN(CCC2)C(=O)OC(C)(C)C